5-(4-bromo-3-methyl-phenyl)-3-methyl-isoxazole BrC1=C(C=C(C=C1)C1=CC(=NO1)C)C